O=C1NC(CCC1N1C(C2=CC=CC(=C2C1=O)NCC=1C=NN(C1)C1CCNCC1)=O)=O 2-(2,6-dioxopiperidin-3-yl)-4-(((1-(piperidin-4-yl)-1H-pyrazol-4-yl)methyl)amino)isoindoline-1,3-dione